C(C)(C)(C)OC(=O)NC/C(/COC=1C=C(CNC2=C(NC=C2)C(=O)OCC)C=CC1Cl)=C\F ethyl (E)-3-((3-((2-(((tert-butoxycarbonyl)amino)methyl)-3-fluoroallyl)oxy)-4-chlorobenzyl)amino)-1H-pyrrole-2-carboxylate